CC(C)CNCC(=O)O N-(2-methylpropyl)glycine